3λ1-prop-1-yne C#C[C]